tert-butyl (1R,5S,6s)-6-((6-(4-fluorophenyl)-4-(methoxycarbonyl)pyridin-2-yl)oxy)-3-azabicyclo[3.1.0]hexane-3-carboxylate FC1=CC=C(C=C1)C1=CC(=CC(=N1)OC1[C@@H]2CN(C[C@H]12)C(=O)OC(C)(C)C)C(=O)OC